4-(1-adamantylamino)-4-oxobutanoic acid C12(CC3CC(CC(C1)C3)C2)NC(CCC(=O)O)=O